C(#N)N1C[C@@H](CC1)N(C(=O)C=1N=C2N(C=C(C=C2)C=2C=NN(C2)C)C1)C (R)-N-(1-cyanopyrrolidin-3-yl)-N-methyl-6-(1-methyl-1H-pyrazol-4-yl)imidazo[1,2-a]pyridine-2-carboxamide